O.[Cr] Chromium water